DL-N-acetylthreonine C(C)(=O)N[C@@H]([C@H](O)C)C(=O)O